CN(C)C1=C(C=2NC3=CC=CC=C3SC2C=C1)N(C)C bis-dimethylaminophenothiazine